C(C)(C)(C)NC(C(=O)N1CC2(CCC2)CC1C(=O)N[C@@H](C[C@H]1C(NCC1)=O)C(COC(F)(F)F)=O)=O 6-(2-(tert-butylamino)-2-oxoacetyl)-N-((S)-3-oxo-1-((S)-2-oxopyrrolidin-3-yl)-4-(trifluoromethoxy)butan-2-yl)-6-azaspiro[3.4]-octane-7-carboxamide